CN1CCN(CC1)C(=O)[O-] 4-methyl-piperazine-1-carboxylate